C(C=C)[C@@H]1[C@H](C[C@H](C1)O[Si](C)(C)C(C)(C)C)O (1S,2S,4S)-2-ALLYL-4-((TERT-BUTYLDIMETHYLSILYL)OXY)CYCLOPENTANOL